C(C1=CC=CC=C1)[C@@H]1N(C(OC1)=O)C(CC)=O (4S)-4-benzyl-3-propionyl-1,3-oxazolidin-2-one